1-[(2S)-4-methylpentan-2-yl]-1H-imidazole-4-carboxylic acid CC(C[C@H](C)N1C=NC(=C1)C(=O)O)C